5-((2R,5S)-2,5-dimethylpiperazin-1-yl)-4-(4-fluorophenyl)-2-methylthiazole hydrochloride Cl.C[C@H]1N(C[C@@H](NC1)C)C1=C(N=C(S1)C)C1=CC=C(C=C1)F